C(C)C1(NC(N(C(C1)=O)[C@@H]1CCOC2=CC=C(C=C12)C(=O)N[C@H]1C[C@@H](OC2=CC=CC=C12)C(F)(F)F)=N)CC (R)-4-(4,4-diethyl-2-imino-6-oxotetrahydropyrimidin-1(2H)-yl)-N-((2R,4S)-2-(trifluoromethyl)chroman-4-yl)chromane-6-carboxamide